N-(5-(6-(2,6-difluoro-3,5-dimethoxyphenyl)-1,4,6,7-tetrahydropyrano[4,3-c]pyrazol-3-yl)-1-methyl-1H-pyrazol-4-yl)acrylamide FC1=C(C(=C(C=C1OC)OC)F)C1CC=2NN=C(C2CO1)C1=C(C=NN1C)NC(C=C)=O